OC1=C(C=C(C=C1C(C)C)/C=C/C(=O)C=1OC2=C(C1C)C=CC(=C2)SC)C(C)C (E)-3-(4-hydroxy-3,5-diisopropylphenyl)-1-(3-methyl-6-(methylthio)benzofuran-2-yl)prop-2-en-1-one